FC(C(C#C)(C)C)(F)F 4,4,4-trifluoro-3,3-dimethylbut-1-yn